CN1N=CC(=C1C#CC=1C=C(C=CC1)N1N=C2C(=C1)CCC2C2=CC=CC=C2)C 2-(3-((1,4-dimethyl-1H-pyrazole-5-yl)ethynyl)phenyl)-6-phenyl-2,4,5,6-tetrahydrocyclopenta[c]pyrazole